iron-nickel oxide [Ni]=O.[Fe]